trans-4-[aminomethyl]cyclohexanecarboxylate NC[C@@H]1CC[C@H](CC1)C(=O)[O-]